CN(C/C=C/S(=O)(=O)NC(NC1=C(C=C(C=C1C(C)C)F)C(C)C)=O)C (E)-3-(dimethylamino)-N-((4-fluoro-2,6-diisopropylphenyl)carbamoyl)prop-1-ene-1-sulfonamide